CC1(OC=2C=C(C(=C(C2C2C1CCC(=C2)C)O)C=2C=NC=NC2)CCCCC)C 6,6,9-trimethyl-3-pentyl-2-(pyrimidin-5-yl)-6a,7,8,10a-tetrahydro-6H-benzo[c]chromen-1-ol